C(#N)C1=C(SC2=C1C(=NC=C2F)C=2C1=C(C=3C=NC(=NC3C2F)N2C[C@H](OCC2)CN(C)C)COC1)NC(OC(C)(C)C)=O tert-Butyl (3-cyano-4-(3-((R)-2-((dimethylamino)methyl) morpholino)-5-fluoro-7,9-dihydrofuro[3,4-f]quinazolin-6-yl)-7-fluorothieno[3,2-c]pyridin-2-yl)carbamate